COC1=CC=C(C=C1C1=CC=CC=C1)N(C=1C=C2C(CC(C2=CC1)(C)C)C)C=1C=C(C(=CC1)OC)C1=CC=CC=C1 N,N-bis(6-methoxy-[1,1'-biphenyl]-3-yl)-1,1,3-trimethyl-2,3-dihydro-1H-inden-5-amine